C1(CC1)C=1SC(=CN1)C1=CC(=NC=C1)N(C(=O)[C@@H]1CC[C@H](CC1)O)C[C@@H]1CC[C@H](CC1)C1=CC(=C(C=C1)OC)C trans-N-(4-(2-Cyclopropylthiazol-5-yl)pyridin-2-yl)-4-hydroxy-N-((trans-4-(4-methoxy-3-methylphenyl)cyclohexyl)methyl)-cyclohexanecarboxamide